O[C@@](C=1C=C(C=NC1)C1=NOC(=N1)C(C)(C)O)(C1(CN(C1)C)C[2H])C1=CC=C(C=C1)C(C)C (R)-2-(3-(5-(hydroxy(4-isopropylphenyl)(1-methyl-3-(methyl-d)azetidin-3-yl)methyl)pyridin-3-yl)-1,2,4-oxadiazol-5-yl)propan-2-ol